O.O.P(=O)(O)([O-])[O-].[Na+].[Na+] disodium hydrogen phosphate, dihydrate